FC1=C(C=CC(=C1)C1NCC(CC1)C)O 2-Fluoro-4-(5-methyl-2-piperidyl)Phenol